C(C)(C)(C)N1CCN(CC1)C1=NC2=C(C=C(C=C2C(=C1)C#N)C)C(C)=O tert-butyl-4-(8-acetyl-4-cyano-6-methylquinolin-2-yl)piperazine